ClC1=NC(=C2C(=N1)NN=C2C)OC2CCN(CC2)C 4-({6-chloro-3-methyl-1H-pyrazolo[3,4-d]pyrimidin-4-yl}oxy)-1-methyl-piperidine